(2E)-cis-6,7-epoxy-2-nonenal C(\C=C\CCC1C(CC)O1)=O